C(N)(=O)C1=CC=CC(=N1)C(CN1OC(=CC1C(=O)N)C1=C(C=C(C=C1)F)F)(C)C=1C=NN(C1)C 2-(6-carbamoyl-2-(pyridyl)-2-(1-methylpyrazol-4-yl)propyl)-5-(2,4-difluorophenyl)isoxazole-3-carboxamide